tert-Butyl 4-hydroxy-2,3,4,5,8,9-hexahydropyrido[4',3':3,4]pyrazolo[5,1-b][1,3]thiazepine-10(11H)-carboxylate OC1CN2C(SCC1)=C1C(=N2)CCN(C1)C(=O)OC(C)(C)C